7-amino-4,5-dihydro-1H-benzo[b]azepine-2(3H)-one NC1=CC2=C(NC(CCC2)=O)C=C1